3-(4-chloro-7H-pyrrolo[2,3-d]pyrimidin-7-yl)cyclohexane-1-carboxamide ClC=1C2=C(N=CN1)N(C=C2)C2CC(CCC2)C(=O)N